COCCC1CC=C(CC1)C=NO N-{[4-(2-methoxyethyl)cyclohex-1-en-1-yl]methylidene}hydroxylamine